3-(Cyclopropyloxymethyl)thiophene-2-aldehyde C1(CC1)OCC1=C(SC=C1)C=O